[7-[6-(azetidine-1-carbonyl)-5-fluoro-3-pyridyl]pyrazolo[1,5-a]pyridin-3-yl]-(1-piperidyl)methanone N1(CCC1)C(=O)C1=C(C=C(C=N1)C1=CC=CC=2N1N=CC2C(=O)N2CCCCC2)F